N-(3-cyano-5-(trifluoromethyl)phenyl)-4,5,6,7-tetrahydrothieno[2,3-c]pyridine-3-carboxamide C(#N)C=1C=C(C=C(C1)C(F)(F)F)NC(=O)C1=CSC=2CNCCC21